FC1=NC(=C2N=CN(C2=N1)C1OCCC1)NCC1=C(C=CC=C1)OC(F)(F)F 2-fluoro-6-{[2-(trifluoromethoxy)benzyl]amino}-(tetrahydrofuran-2-yl)-9H-purine